S1C(=CC=C1)CN thiophenylmethylamine